N-phenyldinaphtho[2,1-b:1',2'-d]furan-6-amine C1(=CC=CC=C1)NC1=CC=2C=CC=CC2C2=C1OC1=C2C2=CC=CC=C2C=C1